CC1(OC2=C(O1)C=CC(=C2)N(S(=O)(=O)C2=C(SC(=C2)Cl)C(=O)NC=2C=C(C(=O)OCC)C=CC2)C)C Ethyl 3-(3-(N-(2,2-dimethylbenzo[d][1,3]dioxol-5-yl)-N-methylsulfamoyl)-5-chlorothiophene-2-carboxamido)benzoate